7-(((S)-3-fluoropyrrolidin-1-yl)methyl)-5-(trifluoromethyl)-1H-pyrazolo[4,3-b]pyridine F[C@@H]1CN(CC1)CC1=C2C(=NC(=C1)C(F)(F)F)C=NN2